C1(CC1)CNC1=C(C(=O)NCC2=CC(=C(C=C2)OC)F)C(=CC=C1[N+](=O)[O-])NCC1CC1 2,6-bis((cyclopropylmethyl)amino)-N-(3-fluoro-4-methoxybenzyl)-3-nitrobenzamide